N1N=NN=C1CN1C(N(C2=NC(=NC=C12)N)[C@@H]1[C@@H](C[C@H](O1)COC(C)=O)OC(C)=O)=O |&1:16| ((2S,4R,SR)-5-(7-((1H-tetrazol-5-yl)methyl)-2-amino-8-oxo-7,8-dihydro-9H-purin-9-yl)-4-acetoxytetrahydrofuran-2-yl)methylacetat